BrC=1C=C(C=C(C1)C(F)(F)F)CO (3-bromo-5-(trifluoromethyl)phenyl)methanol